C1(CC(CCC1)CN1C(C=CC1=O)=O)CN1C(C=CC1=O)=O 1,1'-(cyclohexane-1,3-diylbis(methylene))bis(1H-pyrrole-2,5-dione)